BrC1=CC(=NC=C1)C(C(=O)N)CN1CCN(CCC1)C (4-bromopyridin-2-yl)-3-(4-methyl-1,4-diazepan-1-yl)propanamide